CC1(CC=NO1)C(=O)N 5-methyl-4,5-dihydroisoxazole-5-carboxamide